C(C)(=O)NC=1C=C(C=CC1)NC(=O)C1=NN2C(N=C(C=C2C=2C=NNC2)N2CC3=CC=C(C=C3C2)Cl)=C1C(C)C N-(3-acetamidophenyl)-5-(5-chloroisoindolin-2-yl)-3-isopropyl-7-(1H-pyrazol-4-yl)pyrazolo[1,5-a]pyrimidine-2-carboxamide